β-benzylaspartic acid C(C1=CC=CC=C1)C([C@H](N)C(=O)O)C(=O)O